naphthyl-benzene C1(=CC=CC2=CC=CC=C12)C1=CC=CC=C1